N1(CCC1)C1=NC=C(C=N1)C(C)N1N=CC(=C1)NC(=O)C1=NC(=CN=C1)C1=C(C(=CC=C1Br)Cl)F N-(1-(1-(2-(Azetidin-1-yl)pyrimidin-5-yl)ethyl)-1H-pyrazol-4-yl)-6-(6-bromo-3-chloro-2-fluorophenyl)pyrazine-2-carboxamide